FC1=CC=C(C(=C1C=1OCC(N1)(C)C)C)OC 2-(6-fluoro-3-methoxy-2-methyl-phenyl)-4,4-dimethyl-5H-oxazole